tetravinyl-tetramethylcyclotetrasiloxane C(=C)[Si]1(O[Si](O[Si](O[Si](O1)(C)C=C)(C)C=C)(C)C=C)C